(2R,3S)-3-AMINO-2-OXETANECARBOXYLIC ACID N[C@@H]1[C@@H](OC1)C(=O)O